C(C([C@@H](C(=O)N1[C@@H]([C@H]2C([C@H]2C1)(C([2H])([2H])[2H])C([2H])([2H])[2H])C(=O)O)NC(C(F)(F)F)=O)(C([2H])([2H])[2H])C([2H])([2H])[2H])([2H])([2H])[2H] (1R,2S,5S)-3-((S)-3,3-bis(methyl-d3)-2-(2,2,2-trifluoroacetamido)butanoyl-4,4,4-d3)-6,6-bis(methyl-d3)-3-azabicyclo[3.1.0]hexane-2-carboxylic acid